(5S)-6-[3,5-difluoro-4-(morpholin-4-yl)phenyl]-5-methyl-4,5-dihydropyridazin-3(2H)-one FC=1C=C(C=C(C1N1CCOCC1)F)C=1[C@H](CC(NN1)=O)C